COC(=O)C1=CC=2C3C(CNC2N=C1)C3 1a,2,3,7B-tetrahydro-1H-cyclopropa[c][1,8]naphthyridine-6-carboxylic acid methyl ester